5-((6,7-dimethoxy-4-oxo-3,4-dihydrophthalazin-1-yl)methyl)indoline-1-sulfonamide hydrochloride Cl.COC=1C=C2C(NN=C(C2=CC1OC)CC=1C=C2CCN(C2=CC1)S(=O)(=O)N)=O